C1(CC1)C1=CC(=C(C=C1)C1(CC1)C(=O)O)OC 1-(4-cyclopropyl-2-methoxyphenyl)cyclopropane-1-carboxylic acid